para-tertbutylphenol C(C)(C)(C)C1=CC=C(C=C1)O